3-(2-(4-(4-Fluorobenzoyl)piperazin-1-yl)ethyl)-5-methyl-5-phenylimidazolidine-2,4-dione FC1=CC=C(C(=O)N2CCN(CC2)CCN2C(NC(C2=O)(C2=CC=CC=C2)C)=O)C=C1